N1(CCNCC1)C1=C2C=C(N(C2=CC=C1)CC=1SC=CC1)C(F)(F)F 4-(piperazin-1-yl)-1-(thien-2-ylmethyl)-2-(trifluoromethyl)-1H-indole